4-(1-methylethyl)-9H-thioxanthone CC(C)C1=CC=CC=2C(C3=CC=CC=C3SC12)=O